The molecule is an organophosphate oxoanion arising from deprotonation of both free diphosphate OH groups of beta-D-Gal-(1->4)-alpha-D-GlcNAc-diphospho-ditrans,octacis-undecaprenol. It is a conjugate base of a beta-D-Gal-(1->4)-alpha-D-GlcNAc-diphospho-ditrans,octacis-undecaprenol. CC(=CCC/C(=C/CC/C(=C/CC/C(=C\\CC/C(=C\\CC/C(=C\\CC/C(=C\\CC/C(=C\\CC/C(=C\\CC/C(=C\\CC/C(=C\\COP(=O)([O-])OP(=O)([O-])O[C@@H]1[C@@H]([C@H]([C@@H]([C@H](O1)CO)O[C@H]2[C@@H]([C@H]([C@H]([C@H](O2)CO)O)O)O)O)NC(=O)C)/C)/C)/C)/C)/C)/C)/C)/C)/C)/C)C